C(C)(C)(C)OC(=O)N1N=C(C2=C(C=C(C=C12)Br)F)N.COC1(CC(CCN)=CC=C1O)O 3-methoxydopamine tert-butyl-3-amino-6-bromo-4-fluoroindazole-1-carboxylate